NC1=C2C(=NC=N1)N(N=C2C2=CC=C(C=C2)OC2=CC=CC=C2)[C@@H]2[C@@H](CN(CC2)C2CCN(CC2)C2CN(C2)C=2C=C1C(N(C(C1=CC2)=O)C2C(NC(CC2)=O)=O)=O)F 5-(3-((3R,4S)-4-(4-amino-3-(4-phenoxyphenyl)-1H-pyrazolo[3,4-d]pyrimidin-1-yl)-3-fluoro-[1,4'-bipiperidin]-1'-yl)azetidin-1-yl)-2-(2,6-dioxopiperidin-3-yl)isoindoline-1,3-dione